C(C)(C)(C)OC(=O)N1CCC(CC1)N1N=CC(=C1)C=1C=NC(=C(C1C)OCC1=CC=CC=C1)C(NCC(=O)OCC)=O 4-(4-(5-(benzyloxy)-6-((2-ethoxy-2-oxoethyl)carbamoyl)-4-methylpyridin-3-yl)-1H-pyrazol-1-yl)piperidine-1-carboxylic acid tert-butyl ester